C(C1=CC=CC=C1)OCCCCNC(=O)NC1CCC(CC1)(C)CN1C(N(C(C1(C)C)=O)COCC[Si](C)(C)C)=O 1-(4-(Benzyloxy)butyl)-3-(4-((5,5-dimethyl-2,4-dioxo-3-((2-(trimethylsilyl)ethoxy)methyl)imidazolidin-1-yl)methyl)-4-methylcyclohexyl)urea